O1[C@@H](CCC1)C(=O)NN (S)-tetrahydrofuran-2-carbohydrazide